(3,4,5-tris(methoxy-d3)phenyl)methanone lithium [Li].C(OC=1C=C(C=C(C1OC([2H])([2H])[2H])OC([2H])([2H])[2H])C=O)([2H])([2H])[2H]